ethyl 2-methyl-5-((3-(trifluoromethyl)-1-((2-(trimethylsilyl)ethoxy)methyl)-1H-pyrazol-4-yl)methoxy)benzofuran-3-carboxylate CC=1OC2=C(C1C(=O)OCC)C=C(C=C2)OCC=2C(=NN(C2)COCC[Si](C)(C)C)C(F)(F)F